4,4-difluoro-1-(6-methyl-5-(trifluoromethyl)pyridin-2-yl)azepan tert-butyl-(R)-3-(2-(4-(3-chlorophenyl)piperazin-1-yl)ethyl)-1-oxo-2,8-diazaspiro[4.5]decane-8-carboxylate C(C)(C)(C)OC(=O)N1CCC2(C[C@@H](NC2=O)CCN2CCN(CC2)C2=CC(=CC=C2)Cl)CC1.FC1(CCN(CCC1)C1=NC(=C(C=C1)C(F)(F)F)C)F